OC(CNC(=O)C1=C(OC=2N=CN=C(C21)NC2(CC2)C)C)COC2=CC(=CC=C2)OC N-[2-hydroxy-3-(3-methoxyphenoxy)propyl]-6-methyl-4-[(1-methylcyclopropyl)amino]furo[2,3-d]pyrimidine-5-carboxamide